N-(2,2,6,6-tetramethyl-4-piperidyl)-n-dodecylsuccinimid CC1(NC(CC(C1)N1C(C(CC1=O)CCCCCCCCCCCC)=O)(C)C)C